C1(CCCC1)OC=1C(=C(C(=O)O)C=CC1C(NS(N(C)C)(=O)=O)=O)F 3-(cyclopentyloxy)-4-((N,N-dimethylsulfamoyl)carbamoyl)-2-fluorobenzoic acid